3-(2-(4-(tert-butyl) phenyl) benzofuran-6-yl)-2-cyanoacrylate C(C)(C)(C)C1=CC=C(C=C1)C=1OC2=C(C1)C=CC(=C2)C=C(C(=O)[O-])C#N